C(CCC)C(C(=O)NCCCCCC=O)CCCCCC 2-butyl-N-(6-oxohexyl)octanamide